O1CC(C1)OC1=NC(=NC=C1C(F)(F)F)N[C@H]1CN(CCC1)C1=NN=C2N1C=CC=C2 4-(oxetan-3-yloxy)-N-[(3R)-1-([1,2,4]triazolo[4,3-a]pyridin-3-yl)-3-piperidyl]-5-(trifluoromethyl)pyrimidin-2-amine